1-(4-aminopiperidin-1-yl)-2-((1R,5S)-8-(7-(3-hydroxynaphthalen-1-yl)-2-(((S)-1-methylpyrrolidin-2-yl)methoxy)quinazolin-4-yl)-3,8-diazabicyclo[3.2.1]octan-3-yl)ethan-1-one NC1CCN(CC1)C(CN1C[C@H]2CC[C@@H](C1)N2C2=NC(=NC1=CC(=CC=C21)C2=CC(=CC1=CC=CC=C21)O)OC[C@H]2N(CCC2)C)=O